C(C)(=S)OCC(=O)NCCCCCSC1=C(C=C2C(=CC=NC2=C1)OC1=C(C=C(C=C1)NC(=O)C1(CC1)C(NC1=CC=C(C=C1)F)=O)F)OC 2-((5-((4-(2-fluoro-4-(1-((4-fluorophenyl)carbamoyl)cyclopropane-1-carboxamido)phenoxy)-6-methoxyquinolin-7-yl)sulfanyl)pentyl)amino)-2-oxo-ethyl thioacetate